1,1-dibenzyl-3-(3-phenylpropyl)urea C(C1=CC=CC=C1)N(C(=O)NCCCC1=CC=CC=C1)CC1=CC=CC=C1